BrC=1C2=C(N=C(N1)C)CN(CC2)C(=O)OC(C)(C)C tert-butyl 4-bromo-2-methyl-5,8-dihydropyrido[3,4-d]pyrimidine-7(6H)-carboxylate